1-Hydroxyethyl 4,5-diaminopyrazol-Sulfat S(=O)(=O)(O)O.OC(C)C1=NNC(=C1N)N